C(#N)C1=CC=C(C=C1)N(CCC1OCC2(CN(C2)C(=O)OC(C)(C)C)CO1)CC1=CC(=C(C=C1)OC)F tert-butyl 7-(2-((4-cyanophenyl)(3-fluoro-4-methoxybenzyl)amino)ethyl)-6,8-dioxa-2-azaspiro[3.5]nonane-2-carboxylate